OC1=C2C=CC(OC2=CC(=C1C(=O)O)CCCC=C)(CCC=C(C)C)C 5-hydroxy-2-methyl-2-(4-methylpent-3-en-1-yl)-7-(pent-4-en-1-yl)-2H-chromene-6-carboxylic acid